4-bromo-2-fluoro-1-iodobenzene BrC1=CC(=C(C=C1)I)F